7-(imidazo[1,2-b]pyridazin-3-ylethynyl)-6-methyl-N-(2-(trifluoromethyl)phenyl)benzo[d]isoxazol-3-amine N=1C=C(N2N=CC=CC21)C#CC2=C(C=CC=1C(=NOC12)NC1=C(C=CC=C1)C(F)(F)F)C